5α-androstane-2β,17β-disuccinate C[C@@]12[C@H](CC[C@H]1[C@@H]1CC[C@H]3CC[C@H](C[C@]3(C)[C@H]1CC2)C(CC(=O)[O-])C(=O)[O-])C(CC(=O)[O-])C(=O)[O-]